FC1=CC=C2C=CC=C(C2=C1C)N1CC=2N=C(N=C(C2CC1)N1C[C@@H](N[C@H](C1)C)CC#N)OCC1(CC1)CN1CCCC1 2-((2s,6s)-4-(7-(7-fluoro-8-methylnaphthalen-1-yl)-2-((1-(pyrrolidin-1-ylmethyl)cyclopropyl)methoxy)-5,6,7,8-tetrahydropyrido[3,4-d]pyrimidin-4-yl)-6-methylpiperazin-2-yl)acetonitrile